2-(4-((3-ethyl-2-oxo-1,2-dihydroquinolin-7-yl)methyl)piperazin-1-yl)thiazole-4-carbonitrile C(C)C=1C(NC2=CC(=CC=C2C1)CN1CCN(CC1)C=1SC=C(N1)C#N)=O